4-chloro-N-[5-(1-fluorocyclopropyl)-1H-pyrazol-3-yl]-N-methyl-butyramide ClCCCC(=O)N(C)C1=NNC(=C1)C1(CC1)F